CC=CCCCC(=O)OCC Ethyl hex-2-ene-6-carboxylate